6-(benzyloxy)-7-bromo-4-(1-methyl-3-phenyl-1H-pyrazol-4-yl)quinazoline C(C1=CC=CC=C1)OC=1C=C2C(=NC=NC2=CC1Br)C=1C(=NN(C1)C)C1=CC=CC=C1